CC1=C(C=CC(=C1)F)C=1CCCC2=C(C1OS(=O)(=O)C(F)(F)F)C=CC(=C2)C(=O)OC methyl 8-(2-methyl-4-fluorophenyl)-9-(((trifluoromethyl)sulfonyl)oxy)-6,7-dihydro-5H-benzo[7]annulene-3-carboxylate